COC=1C=C(C=C(C1)OC)N(CCNC)C=1C=C2N=C(C=NC2=CC1)C=1C=NN(C1)CC1CCOCC1 N'-(3,5-Dimethoxyphenyl)-N-methyl-N'-[3-[1-(oxan-4-ylmethyl)pyrazol-4-yl]quinoxalin-6-yl]ethane-1,2-diamine